ONC(C(C(C)C)OC1=C(C=CC(=C1)N(C1=NC=NC2=CC=CC=C12)C)OC)=O N-hydroxy-2-(2-methoxy-5-(methyl-(quinazol-4-yl)amino)phenoxy)-3-methylbutanamide